9-Fluoro-N-methyl-7-(2-(tetrahydro-2H-pyran-2-yl)-2H-1,2,3-triazol-4-yl)-N-(2,2,6,6-tetramethylpiperidin-4-yl)-4H-chromeno[3,4-d]thiazol-2-amine FC=1C2=C(C=C(C1)C1=NN(N=C1)C1OCCCC1)OCC=1N=C(SC12)N(C1CC(NC(C1)(C)C)(C)C)C